COC1=C(C[C@H](N)C(=O)O)C=CC(=C1)C=C 2-methoxy-4-vinylphenylalanine